5-((4'-(3,3-difluorocyclopentyl)-[1,1'-biphenyl]-4-yl)oxy)-1-(4-methoxybenzyl)-1H-1,2,3-triazole-4-carboxylic acid methyl ester COC(=O)C=1N=NN(C1OC1=CC=C(C=C1)C1=CC=C(C=C1)C1CC(CC1)(F)F)CC1=CC=C(C=C1)OC